FC1=CC=C(C=C1)N1N=C(C=C1C(=O)O)C(F)(F)F 1-(4-fluorophenyl)-3-(trifluoromethyl)-1H-pyrazole-5-carboxylic acid